[In].[Au].CC1=C(C(=NC(=C1C(=O)O)C(=O)O)C)COC dimethyl-5,6-dicarboxyl-3-methoxymethyl-pyridine gold-indium